1,2-dibromo-4,5-difluorobenzene BrC1=C(C=C(C(=C1)F)F)Br